1-(Azetidin-1-yl)-7-Methoxy-9H-β-Carboline N1(CCC1)C1=NC=CC=2C3=CC=C(C=C3NC12)OC